[Si](C)(C)(C(C)(C)C)OCCN1CCC2(CC2C2=C(C(=CC=C2OC)Cl)Cl)CC1 6-(2-((tert-butyldimethylsilyl)oxy)ethyl)-1-(2,3-dichloro-6-methoxyphenyl)-6-azaspiro[2.5]octane